copper (I) benzotriazole N1N=NC2=C1C=CC=C2.[Cu+]